O=C1NC(CCC1C=1C=CC(=NC1)C1CCN(CC1)C(=O)N1CCCCC1)=O 1-(4-{5-[2,6-DIOXOPIPERIDIN-3-YL]PYRIDIN-2-YL}PIPERIDINE-1-CARBONYL)PIPERIDINE